2,2-dimethyl-3-(2-methylprop-1-enyl)cyclopropanecarboxylate CC1(C(C1C=C(C)C)C(=O)[O-])C